5-(3,7-difluoroquinolin-8-yl)-6-ethylpyridin-2-amine FC=1C=NC2=C(C(=CC=C2C1)F)C=1C=CC(=NC1CC)N